6-bromo-2-(4-methylpiperazin-1-yl)quinazoline BrC=1C=C2C=NC(=NC2=CC1)N1CCN(CC1)C